2-[(R)-[(5S,7S)-7-Fluoro-5-(2-fluorophenyl)-6,7-dihydro-5H-pyrrolo[1,2-b][1,2,4]triazol-2-yl]sulfinyl]acetonitril F[C@H]1C[C@H](N2N=C(N=C21)[S@](=O)CC#N)C2=C(C=CC=C2)F